CC(C(CC)O)C(CC)O 4-methyl-3,5-heptanediol